C(CCC)NC=1N(C2=C(N(S(C(C2=O)C2=CC=C(C=C2)Cl)(=O)=O)CC)N1)C 6-(butylamino)-3-(4-chlorophenyl)-1-ethyl-5-methyl-3,5-dihydroimidazo[4,5-c][1,2]thiazine-4(1H)-one 2,2-dioxide